C1(CC1)OC1=C(C=CC=C1)C1=C(C=NC=C1)C1(CC1)NCC1=C(C=CC(=C1)C)C(CC(=O)N(C[C@@H]([C@H]([C@@H]([C@@H](CO)O)O)O)O)C)CCC 3-[(({1-[4-(2-cyclopropoxyphenyl)pyridin-3-yl]cyclopropyl}amino)methyl)-4-methyl-phenyl]-N-methyl-N-[(2S,3R,4R,5R)-2,3,4,5,6-pentahydroxyhexyl]hexanamide